BrC=1C=NN(C1)CC1=C2C=CNC2=CC(=C1OC=1C=CC(=C(C(N)=N)C1)F)F 5-((4-((4-bromo-1H-pyrazol-1-yl)methyl)-6-fluoro-1H-indol-5-yl)oxy)-2-fluorobenzimidamide